C(C)SC=1OC2=C(C=C(C=C2C(C1)=O)C)[C@@H](C)NC=1C(=NC=CC1)C(=O)OC Methyl 3-[[(1R)-1-(2-ethylsulfanyl-6-methyl-4-oxo-chromen-8-yl)ethyl]amino]pyridine-2-carboxylate